N1=CC(=CC=C1)C#CC=1SC(=CN1)\C=N/O (Z)-2-(pyridin-3-ylethynyl)thiazole-5-carbaldehyde oxime